(R)-4-methoxy-5'-((3-(4-methyl-1-oxo-1,3-dihydroisobenzofuran-5-yl)piperazin-1-yl)methyl)-[2,2'-bipyridine]-5-carbonitrile COC1=CC(=NC=C1C#N)C1=NC=C(C=C1)CN1C[C@H](NCC1)C=1C(=C2COC(C2=CC1)=O)C